p-phenylene malonate C1(CC(=O)OC2=CC=C(C=C2)O1)=O